N,N''-disecpentyl-N,N',N''-trimethyl(diethylenetriamine) C(C)(CCC)N(CCN(CCN(C)C(C)CCC)C)C